C(CCC)C(=O)SC(=O)CCCC butcarbonyl sulfide